{7-[(1,3-benzothiazol-2-yl)amino]-3,4-dihydro-2H-1,4-benzoxazin-4-yl}-1,3-thiazole-4-carboxylic acid ethyl ester C(C)OC(=O)C=1N=C(SC1)N1CCOC2=C1C=CC(=C2)NC=2SC1=C(N2)C=CC=C1